(S)-1,1-bis(2,4-dimethylphenyl)propan-2-yl (3-hydroxy-4-methoxypicolinoyl)-L-alaninate OC=1C(=NC=CC1OC)C(=O)N[C@@H](C)C(=O)O[C@H](C(C1=C(C=C(C=C1)C)C)C1=C(C=C(C=C1)C)C)C